ClC1=CC=C2C(=CNC2=C1F)S(=O)(=O)NC1=C(C=C(C(=C1)F)Cl)F 6-chloro-N-(4-chloro-2,5-difluorophenyl)-7-fluoro-1H-indole-3-sulfonamide